ClC(CC(F)F)(F)Cl 1,1-dichloro-1,3,3-trifluoropropane